FC(S(=O)(=O)OC1=CC2(C=CC(C1)(O2)C(C)(C)C)C(C)(C)C)(F)F [1,5-di-tert-butyl-8-oxabicyclo[3.2.1]octa-2,6-dien-3-yl] trifluoromethanesulfonate